(1R,4R)-4-(((2-((4-((2S,6R)-2,6-dimethylmorpholino)phenyl)amino)-5-fluoro-6-methylpyrimidin-4-yl)oxy)methyl)cyclohexan-1-ol C[C@@H]1O[C@@H](CN(C1)C1=CC=C(C=C1)NC1=NC(=C(C(=N1)OCC1CCC(CC1)O)F)C)C